NC1=CC=C2C(OC(C2=C1)=O)CCCC 6-amino-3-butylisobenzofuran-1(3H)-one